O1C=C(C=C1)C(=O)N1N=C(C=C1SCC1=CC=C(C=C1)C(N)=N)C1CN(C(C1C)=O)C(=O)N1CCOCC1 4-({[1-(furan-3-carbonyl)-3-[4-methyl-1-(morpholine-4-carbonyl)-5-oxopyrrolidin-3-yl]-1H-pyrazol-5-yl]sulfanyl}methyl)benzene-1-carboximidamide